C(C)(C)(C)OC(=O)N1C[C@@H](CCC1)N1C2=C(C(C3=CC(=CC=C13)F)=C=O)C1=CC3=C(C(N1C2)=C=O)COC([C@]3(O)CC)=C=O (R)-3-((S)-4-ethyl-8-fluoro-4-hydroxy-3,6,14-tricarbonyl-4,6,12,14-tetrahydro-1H-pyrano[3',4':6,7]indolizino[2,1-b]quinoline-11(3H)-yl)piperidine-1-carboxylic acid tert-butyl ester